FC1=C(C=CC(=C1)F)S(=O)(=O)NC1=CC=C2CCCN(C2=C1)S(=O)(=O)C1=CC=C(C=C1)C(F)(F)F 2,4-difluoro-N-(1-((4-(trifluoromethyl)phenyl)sulfonyl)-1,2,3,4-tetrahydroquinolin-7-yl)benzenesulfonamide